ClC1=CC=C(C=C1)C1=C(C=CC=C1)CN1C2CN(C(C1)C2)CC=2C=C1CN(C(C1=CC2)=O)C2C(NC(CC2)=O)=O 3-(5-((5-((4'-chloro-[1,1'-biphenyl]-2-yl)methyl)-2,5-diazabicyclo[2.2.1]heptan-2-yl)methyl)-1-oxoisoindolin-2-yl)piperidine-2,6-dione